2-cyclohexylcarbonyl-2-(p-toluenesulfonyl)propane C1(CCCCC1)C(=O)C(C)(C)S(=O)(=O)C1=CC=C(C)C=C1